O=C(CCC(=O)O)OCCCCCCCC\C=C/CC(CCCCCC)OC(CCCCCCC\C=C/CCCCCCCC)=O (Z)-4-oxo-4-((12-(Oleoyloxy)octadec-9-en-1-yl)oxy)butanoic acid